4-(1,3-Dithiolan-2-yl)phenyl cinnamate C(C=CC1=CC=CC=C1)(=O)OC1=CC=C(C=C1)C1SCCS1